FC(CNC)(F)C1=CC=CC(=N1)C(=O)NC=1C=NC(=C(C1)C=1C=NC2=CC(=NC=C2C1)NC)C 6-(1,1-difluoro-2-(methylamino)ethyl)-N-(6-methyl-5-(7-(methylamino)-1,6-naphthyridin-3-yl)pyridin-3-yl)pyridineamide